OC=1C=C(C=CC1O)N[C@@H](CO)C(=O)O (3,4-dihydroxy)phenylserine